5-ethynyl-6-fluoro-2-naphthol C(#C)C1=C2C=CC(=CC2=CC=C1F)O